C(C)(C)C1=NN(C=N1)C1=NC(=NC=C1)C(=O)O 4-(3-isopropyl-1,2,4-triazol-1-yl)pyrimidine-2-carboxylic acid